N1=C(C=CC=C1)C1=NN=CN=N1 6-pyridin-2-yl-1,2,4,5-tetrazine